C(#N)C1=CNC2=C(C=CC(=C12)C)C=1N=C(SC1CCO)S(=O)(=O)N (3-cyano-4-methyl-1H-indol-7-yl)-5-(2-hydroxyethyl)thiazole-2-sulfonamide